C(CCCCCCCCCCCCCCCCC)N(N)C(N)=O octadecanyl-carbamyl-hydrazine